BrC=1C=C2C=CN=C(C2=C(C1)F)NC=1C=C(C=2N(C1)C=C(N2)C)F 6-bromo-8-fluoro-N-(8-fluoro-2-methyl-imidazo[1,2-a]pyridin-6-yl)isoquinolin-1-amine